1-tert-butyl 3-methyl 3-acetylpyrrolidine-1,3-dicarboxylate C(C)(=O)C1(CN(CC1)C(=O)OC(C)(C)C)C(=O)OC